tert-butyl 4-([1-[2-(2,6-dioxopiperidin-3-yl)-1,3-dioxoisoindol-5-yl]piperidin-4-yl]oxy)piperidine-1-carboxylate O=C1NC(CCC1N1C(C2=CC=C(C=C2C1=O)N1CCC(CC1)OC1CCN(CC1)C(=O)OC(C)(C)C)=O)=O